N-(2-(3-((2-(4-hydroxy-4-methylpiperidin-1-yl)pyrimidin-4-yl)amino)-8-((2R,3S)-2-methyl-3-(2-(methylsulfonyl)propan-2-yl)azetidin-1-yl)isoquinolin-5-yl)propan-2-yl)acrylamide OC1(CCN(CC1)C1=NC=CC(=N1)NC=1N=CC2=C(C=CC(=C2C1)C(C)(C)NC(C=C)=O)N1[C@@H]([C@H](C1)C(C)(C)S(=O)(=O)C)C)C